(3Z)-11,11-diethoxy-3-undecene-1-ol C(C)OC(CCCCCC\C=C/CCO)OCC